N-(2-cyanoethyl)-N-methyl-4-(4-oxo-2-(trifluoromethyl)-4H-pyrido[1,2-a]pyrimidin-9-yl)benzamide C(#N)CCN(C(C1=CC=C(C=C1)C1=CC=CN2C1=NC(=CC2=O)C(F)(F)F)=O)C